C1(=CC=C(C=C1)CCCNC=1C2=C(N=C(N1)CC)SC(=C2)C)C2=CC=CC=C2 N-(3-([1,1'-biphenyl]-4-yl)propyl)-2-ethyl-6-methylthieno[2,3-d]pyrimidin-4-amine